N-(6-(5-ethyl-6-fluoro-7-(trifluoromethyl)-1H-indazol-4-yl)imidazo[1,2-a]pyridin-2-yl)-2-fluorocyclopropane-1-carboxamide C(C)C=1C(=C2C=NNC2=C(C1F)C(F)(F)F)C=1C=CC=2N(C1)C=C(N2)NC(=O)C2C(C2)F